2-((5-chloro-2-((6-morpholinopyridin-3-yl)amino)pyrimidin-4-yl)amino)-N-methylbenzenesulfonamide ClC=1C(=NC(=NC1)NC=1C=NC(=CC1)N1CCOCC1)NC1=C(C=CC=C1)S(=O)(=O)NC